NC=1CC(=CC2=C(N1)C=C(S2)C(=O)NC=2C=CC(=NC2)N2CCC(CC2)C(=O)NCCNC(OC(C)(C)C)=O)C(N(CCC)CCC)=O tert-butyl (2-(1-(5-(5-amino-7-(dipropylcarbamoyl)-6H-thieno[3,2-b]azepine-2-carboxamido)pyridin-2-yl)piperidine-4-carboxamido)ethyl)carbamate